6-(5-{[(2-tert-butyloxazolidin-3-yl)methyl]carbamoyl}-6-methoxypyridin-3-yl)-N-methyl-1H-indazole-3-carboxamide C(C)(C)(C)C1OCCN1CNC(=O)C=1C=C(C=NC1OC)C1=CC=C2C(=NNC2=C1)C(=O)NC